2-Chloro-4-methyl-5-(trifluoromethoxy)pyridine ClC1=NC=C(C(=C1)C)OC(F)(F)F